OC1(COC1)C1=CC=C(C(=O)N2CCC(CC2)(C(=O)O)C2=CC=C(C=C2)C(F)(F)F)C=C1 (4-(3-hydroxyoxetan-3-yl)benzoyl)-4-(4-(trifluoromethyl)phenyl)piperidine-4-carboxylic acid